C1(CCCCCC1)C(=O)OCN1C(CCC2=CC=C(C=C12)CCN1CCN(CC1)C1=CC(=CC=2SC=CC21)F)=O (7-(2-(4-(6-fluorobenzo[b]thiophen-4-yl)piperazin-1-yl)ethyl)-2-oxo-3,4-dihydroquinolin-1(2H)-yl)methyl cycloheptanecarboxylate